3H-spiro[isobenzofuran-1,9'-xanthen]-3-one C1=CC=CC=2OC3=CC=CC=C3C3(C12)OC(C1=CC=CC=C13)=O